(S)-4-(2-(1-Ethyl-3-(trifluoromethyl)-1H-pyrazol-4-yl)-3-fluorophenyl)-6-((E)-3-((S)-pyrrolidin-2-yl)acryloyl)-4,5,6,7-tetrahydrothieno[2,3-c]pyridine-2-carbonitrile C(C)N1N=C(C(=C1)C1=C(C=CC=C1F)[C@H]1C2=C(CN(C1)C(\C=C\[C@H]1NCCC1)=O)SC(=C2)C#N)C(F)(F)F